1,3,5-Tris(bromomethyl)-2,4,6-trivinylbenzene BrCC1=C(C(=C(C(=C1C=C)CBr)C=C)CBr)C=C